N(=[N+]=[N-])CCCN1C(CCC1)COC=1N=C(C2=C(N1)C(=C(N=C2)C2=CC(=CC1=CC=C(C(=C21)C#C)F)O)F)N2CCNCC2 4-(2-((1-(3-azidopropyl)pyrrolidin-2-yl)methoxy)-8-fluoro-4-(piperazin-1-yl)pyrido[4,3-d]pyrimidin-7-yl)-5-ethynyl-6-fluoronaphthalen-2-ol